FC(C=1C=C(C=CC1F)NC(N(CC1=NNC(=C1)C(F)(F)F)C=1C=NC(=CC1)OC)=O)F 3-(3-(difluoromethyl)-4-fluorophenyl)-1-(6-methoxypyridin-3-yl)-1-((5-(trifluoromethyl)-1H-pyrazol-3-yl)methyl)urea